3,4-dichloro-N-[(1R,2R)-2-(dimethylamino)cyclohexyl]-N-methylbenzamide ClC=1C=C(C(=O)N(C)[C@H]2[C@@H](CCCC2)N(C)C)C=CC1Cl